N-(3-cyanophenyl)-N-((4-(5-(1,1-difluoroethyl)pyridin-2-yl)bicyclo[2.2.2]octan-1-yl)methyl)-3-fluorobicyclo[1.1.1]pentane-1-carboxamide C(#N)C=1C=C(C=CC1)N(C(=O)C12CC(C1)(C2)F)CC21CCC(CC2)(CC1)C1=NC=C(C=C1)C(C)(F)F